4-(chlorocarbonyl)piperazine ClC(=O)N1CCNCC1